N-[(2-aminoquinolin-7-yl)methyl]-N-[(5R)-5,6,7,8-tetrahydroquinoxalin-5-yl]pyridine-3-carboxamide NC1=NC2=CC(=CC=C2C=C1)CN(C(=O)C=1C=NC=CC1)[C@H]1C=2N=CC=NC2CCC1